CC([C@@H](CN1N=CC(=C1)C=1N=C(C=2N(C1)N=CC2)C=2C=NN(C2)C(CC)CC)O)(C)O (R)-3-methyl-1-(4-(4-(1-(pentan-3-yl)-1H-pyrazol-4-yl)pyrazolo[1,5-a]pyrazin-6-yl)-1H-pyrazol-1-yl)butane-2,3-diol